N6-[(2R)-2-amino-2-phenyl-ethyl]-1-methyl-N4-[(1S)-2,2,2-trifluoro-1-methyl-ethyl]pyrazolo[3,4-d]pyrimidine-4,6-diamine N[C@@H](CNC1=NC(=C2C(=N1)N(N=C2)C)N[C@H](C(F)(F)F)C)C2=CC=CC=C2